2-(N-((3,4-dihydro-7-methyl-4-oxothieno[3,2-d]pyrimidin-2-yl)methyl)-N-methylamino)-N-(3,4-dichlorophenyl)-N-methylacetamide CC1=CSC2=C1N=C(NC2=O)CN(C)CC(=O)N(C)C2=CC(=C(C=C2)Cl)Cl